ClC1=CC(=NC=C1)C(C)NC1=NC=C(C=N1)C1=NOC(=N1)C(F)(F)F N-[1-(4-chloropyridin-2-yl)ethyl]-5-[5-(trifluoromethyl)-1,2,4-oxadiazol-3-yl]pyrimidin-2-amine